1-(3-(2-carbamoyl-6-(trifluoromethoxy)-1H-indol-1-yl)benzyl)cyclobutane-1-carboxylic acid C(N)(=O)C=1N(C2=CC(=CC=C2C1)OC(F)(F)F)C=1C=C(CC2(CCC2)C(=O)O)C=CC1